C(#N)C1=C(C=C(C=C1)N1C(N(C(C1=O)(C)C)C1=CC(=C(OCCN2C[C@@H](N[C@@H](C2)C)C)C=C1C)CC)=S)C(F)(F)F (2S,6R)-4-(2-(4-(3-(4-cyano-3-(trifluoromethyl)phenyl)-5,5-dimethyl-4-oxo-2-thioxoimidazolidin-1-yl)-2-ethyl-5-methylphenoxy)ethyl)-2,6-dimethylpiperazine